9-methyl-1,9-decadiene CC(CCCCCCC=C)=C